4-(4-(3-(4-chloro-3-(trifluoromethyl)phenyl)ureido)phenoxy)-N-methylpicolinamide ClC1=C(C=C(C=C1)NC(NC1=CC=C(OC2=CC(=NC=C2)C(=O)NC)C=C1)=O)C(F)(F)F